CNC(=O)C1=CC=NN1C (E)-N,1-dimethyl-1H-pyrazole-5-carboxamide